C(CCCCCCCCCCCCC)(=O)N[C@@H](CCC(=O)[O-])C(=O)[O-].[K+].[K+] potassium myristoyl-glutamate salt